FC1(CC(CC1)N1C(=CC2=C1N=C(N=C2)NC=2C=C1C=NNC1=CC2)C)F 7-(3,3-difluorocyclopentyl)-N-(1H-indazol-5-yl)-6-methyl-7H-pyrrolo[2,3-d]pyrimidin-2-amine